CC=1C=CC(=C(C1)[Ir](C1=C(C=CC(=C1)C)C1=NC=CC=C1)C1=C(C=CC(=C1)C)C1=NC=CC=C1)C1=NC=CC=C1 tris[5-methyl-2-(2-pyridyl)phenyl]iridium